(S)-1-(4-(2-(4-((S)-2-acetoxy-3-(ethylsulfonyl)propoxy)-3-chlorophenyl)propan-2-yl)-2-chlorophenoxy)-3-chloropropan-2-yl acetate C(C)(=O)O[C@@H](COC1=C(C=C(C=C1)C(C)(C)C1=CC(=C(C=C1)OC[C@@H](CS(=O)(=O)CC)OC(C)=O)Cl)Cl)CCl